7-amino-6-(3-hydroxy-2,6-dimethylphenyl)-1-methyl-1,2,3,6-tetrahydropyrrolo[3',2':5,6]pyrido[2,3-b][1,4]oxazine-8-carboxamide NC1=C(C2=CC3=C(OCCN3C)N=C2N1C1=C(C(=CC=C1C)O)C)C(=O)N